N1N=CC2=CC(=CC=C12)NC1=CC=NC2=CC=C(C=C12)C1=C(C=C(CN2CC(N(CC2)C)=O)C=C1)F 4-(4-(4-((1H-indazol-5-yl)amino)quinolin-6-yl)-3-fluorobenzyl)-1-methylpiperazin-2-one